Cl.C(C1=CC=CC=C1)N1C[C@H](OCC1)COC1=C(C=CC=C1)OCC (S)-4-benzyl-2-((2-ethoxyphenoxy)methyl)morpholine HCl